ClC1=CC(=C(C=C1)[C@@]1(OC2=C(C=CC=C2C(=C1)F)C1CCN(CC1)CC1=NC=2C(=NC(=CC2)C(=O)O)N1C[C@@H](O)CC)[2H])F 2-((4-((R)-2-(4-chloro-2-fluorophenyl)-4-fluoro-2H-chromen-8-yl-2-d)piperidin-1-yl)methyl)-3-(((S)-oxabutane-2-yl)methyl)-3H-imidazo[4,5-b]pyridine-5-carboxylic acid